tert-butyl 4-(2-aminopropan-2-yl)piperidine-1-carboxylate NC(C)(C)C1CCN(CC1)C(=O)OC(C)(C)C